C(C)(C)OC=1C=C(C=O)C=CC1OC 3-isopropoxy-4-methoxybenzaldehyde